FC1(CNCCC1NC(=O)C1=C(OC2=C1C=C(C(=C2)C)OCC=2C(=NC=CC2)C(F)(F)F)C)F N-(3,3-difluoropiperidin-4-yl)-2,6-dimethyl-5-((2-(trifluoromethyl)pyridin-3-yl)methoxy)-benzofuran-3-carboxamide